CC1([C@@H]([C@H](CCC1)C)C(=O)OCC)C (1R,6S)-ethyl 2,2,6-trimethylcyclohexanecarboxylate